C(C)C1=C(NC2=CC=C(C=C12)C1=NOC(=N1)C1CNCCC1)C1=CC(=NC=C1)C 3-(3-ethyl-2-(2-methylpyridin-4-yl)-1H-indol-5-yl)-5-(piperidin-3-yl)-1,2,4-oxadiazole